N1=CN=C2NC=NC2=C1C=1C(=NC=CC1)NC=1C=C(C=CC1F)NC(C1=NC=CC(=C1)C(F)(F)F)=O N-(3-((3-(9H-purin-6-yl)pyridin-2-yl)amino)-4-fluorophenyl)-4-(trifluoromethyl)picolinamide